COC1=CC=C(CNC(NC2CC3(CC(C3)C(=O)NC3CC(C3)C3=CC=CC=C3)C2)=O)C=C1 6-(3-(4-methoxybenzyl)ureido)-N-(3-phenylcyclobutyl)spiro[3.3]heptane-2-carboxamide